(2S,3S,4S)-1-(tert-butoxycarbonyl)-4-fluoro-3-methoxypyrrolidine-2-carboxylic acid C(C)(C)(C)OC(=O)N1[C@@H]([C@@H]([C@H](C1)F)OC)C(=O)O